FC1=C(C(=NC=C1)C(C)C)N1C(N=C(C2=C1CNCC2)N2C[C@H](N(C[C@@H]2C)C(=O)OC(C)(C)C)C)=C=O tert-butyl (2R,5S)-4-(1-(4-fluoro-2-isopropylpyridin-3-yl)-2-carbonyl-1,2,5,6,7,8-hexahydropyrido[3,4-d]pyrimidin-4-yl)-2,5-dimethylpiperazine-1-carboxylate